FC1=C(C=CC(=C1)C(=O)N1[C@@H](C\C(\C1)=N/OC)CO)C1=C(C(=CC(=C1)F)C#N)C (S,E)-2',5-difluoro-4'-(2-(hydroxymethyl)-4-(methoxyimino)pyrrolidine-1-carbonyl)-2-methyl-[1,1'-biphenyl]-3-carbonitrile